C1(=CC=CC=C1)C1=C(NC=C1C1=CC=CC=C1)C(C(=O)O)=O.N1(C=NC2=C1C=CC=C2)C=2N=C(C1=C(N2)C(=CS1)NC(C1=CC=NC=C1)=O)N1[C@@H](COCC1)C (R)-N-(2-(1H-benzo[d]imidazol-1-yl)-4-(3-methylmorpholino)thieno[3,2-d]pyrimidin-7-yl)isonicotinamide 2-(3,4-diphenyl-1H-pyrrol-2-yl)-2-oxoacetate